Tri-Methyl-Lysine C[C@](N(C)C)(CCCCN)C(=O)O